C(=S)SN1CCCCC1 1-piperidinyl dithiocarboxylate